C1(=CC=CC2=CC=CC=C12)O[P@@](=O)(O[C@H](C(F)(F)F)[C@H]1O[C@H](C[C@@H]1O)N1C(NC(C(=C1)F)=O)=O)N[C@@H](C)C(=O)OC(C)C isopropyl ((S)-(naphthalen-1-yloxy)((S)-2,2,2-trifluoro-1-((2S,3S,5R)-5-(5-fluoro-2,4-dioxo-3,4-dihydropyrimidin-1(2H)-yl)-3-hydroxytetrahydrofuran-2-yl)ethoxy)phosphoryl)-L-alaninate